CC1(O)C(C=C(O)C=C1)C o-dimethylhydroquinone